2-[(3R)-morpholin-3-yl]-1-[4-[5-(trifluoromethyl)pyrimidin-2-yl]piperazin-1-yl]ethanone N1[C@@H](COCC1)CC(=O)N1CCN(CC1)C1=NC=C(C=N1)C(F)(F)F